CNC1=C2N=C(N(C2=NC(=N1)C#CC)[C@@H]1OC[C@H]([C@H]1O)O)C=1SC=CC1 (2R,3R,4R)-2-(6-(Methylamino)-2-(prop-1-yn-1-yl)-8-(thiophen-2-yl)-9H-purin-9-yl)tetrahydrofuran-3,4-diol